(S)-3-(4-(2,4-difluorophenyl)thiophen-2-yl)-3-(3-(4-hydroxy-1,6-dimethyl-2-oxo-1,2-dihydropyridin-3-yl)ureido)propanoic acid FC1=C(C=CC(=C1)F)C=1C=C(SC1)[C@H](CC(=O)O)NC(=O)NC=1C(N(C(=CC1O)C)C)=O